BrC1=CC=C2C(OC(C2=C1)=O)CC1=C(C=C(C=C1)F)C 6-bromo-3-(4-fluoro-2-methylbenzyl)isobenzofuran-1(3H)-one